5-amino-N-(quinolin-8-yl)picolinamide NC=1C=CC(=NC1)C(=O)NC=1C=CC=C2C=CC=NC12